6-(4-isopropyl-3-(4-(4-isopropylpiperazin-1-yl)phenyl)-1H-pyrazol-5-yl)-8-methyl-[1,2,4]triazolo[1,5-a]pyridine C(C)(C)C=1C(=NNC1C=1C=C(C=2N(C1)N=CN2)C)C2=CC=C(C=C2)N2CCN(CC2)C(C)C